NC=1C(=C(C=CC1)[C@]1(N/C(/N(C(C1)=O)C1CC(C1)(C(C)C)O)=N\C(OC(C)(C)C)=O)C)Cl tert-Butyl (NE)-N-[(4S)-4-(3-amino-2-chlorophenyl)-1-(3-hydroxy-3-isopropyl-cyclobutyl)-4-methyl-6-oxohexahydropyrimidin-2-ylidene]carbamate